FC1(CC1)CN1N=C2C(C=NC(=C2)C2=NNC=C2NC(=O)N2C3(CC3)C[C@](CC2)(C(F)(F)F)O)=C1 (R)-N-(3-(2-((1-fluorocyclopropyl)methyl)-2H-pyrazolo[4,3-c]pyridin-6-yl)-1H-pyrazol-4-yl)-7-hydroxy-7-(trifluoromethyl)-4-azaspiro[2.5]octane-4-carboxamide